2-methoxyethyl 3-amino-4-methylthiophene-2-carboxylate NC1=C(SC=C1C)C(=O)OCCOC